7-(Cyclohexylamino)-2-(((cis-4-(hydroxymethyl)cyclohexyl)thio)methyl)quinazolin-4(3H)-one C1(CCCCC1)NC1=CC=C2C(NC(=NC2=C1)CS[C@@H]1CC[C@@H](CC1)CO)=O